ClC1=CC(=C(C=C1Cl)C#CC=1C=CC=NC1)NS(=O)(=O)C=1C=CC(=C2C=CC=NC12)OC 5-{2-[4,5-Dichloro-2-(5-methoxychinolin-8-sulfonamido)phenyl]ethynyl}pyridin